C(N)(OCCCOC1=C2C(N(C(C2=CC=C1)=O)C1C(NC(CC1)=O)=O)=O)=O (3-((2-(2,6-dioxopiperidin-3-yl)-1,3-dioxoisoindolin-4-yl) oxy) propyl) carbamate